1-mesityl-3-(2,4,6-trimethylbenzyl)-imidazol-2-ylidenecopper(I) chloride C1(=C(C(=CC(=C1)C)C)N1C(N(C=C1)CC1=C(C=C(C=C1C)C)C)=[Cu-2]Cl)C